[1,4]thiazepino[2,3-c]quinolin-6(7H)-one N1=CC=CSC=2C(NC=3C=CC=CC3C21)=O